lithium ethyl-1,1-dimethyl-2-propynyloxycarbonyl phosphonate P(OC(=O)OC(C#CCC)(C)C)([O-])=O.[Li+]